N-(β-D-glucopyranosyl)-4-phenyl-1,2,3-triazol-1-yl-acetamide [C@@H]1([C@H](O)[C@@H](O)[C@H](O)[C@H](O1)CO)NC(CN1N=NC(=C1)C1=CC=CC=C1)=O